9-benzyl-7-(8-chloro-7-fluoro-3-quinolyl)-6-oxa-8-azaspiro[4.5]dec-7-ene C(C1=CC=CC=C1)C1N=C(OC2(CCCC2)C1)C=1C=NC2=C(C(=CC=C2C1)F)Cl